O=C1N(CC2=CC(=CC=C12)CN1CCC(CC1)C1=CC=CC=C1)C1C(NC(CC1)=O)=O 3-(1-oxo-5-((4-phenylpiperidin-1-yl)methyl)isoindolin-2-yl)piperidine-2,6-dione